Cl.C1=2C=C(C=CC2CC1)[C@H](C)N (S)-1-(Bicyclo[4.2.0]octan-1(6),2,4-trien-3-yl)ethylamine hydrochloride